3-(2-((benzyloxy)carbonyl)hydrazineyl)cyclopentane-1-carboxylic acid C(C1=CC=CC=C1)OC(=O)NNC1CC(CC1)C(=O)O